CC1(N=C(OC1)C=1C=C(C=NC1)C1=CC=2C3(C4=CC(=CC=C4C2C=C1)C=1C=NC=C(C1)C=1OCC(N1)(C)C)C1=CC=CC=C1C=1C=CC=CC13)C 2,7-bis(5-(4,4-dimethyloxazolin-2-yl)pyridin-3-yl)-9,9'-spirobifluorene